mono-n-pentylhafnium trihydroxide [OH-].[OH-].[OH-].C(CCCC)[Hf+3]